ClC=1C=CN=C2C=CC(=NC12)OS(=O)(=O)C(F)(F)F 8-chloro-1,5-naphthyridin-2-yl-triflic acid